OC1(CC1)C12CN(CC(C1)C2)C(=O)OC(C)(C)C tert-Butyl 1-(1-Hydroxycyclopropyl)-3-azabicyclo[3.1.1]heptane-3-carboxylate